BrC=1C(=NC(=NC1)C)N[C@H]1C[C@H](CCC1)O (1S,3R)-3-[(5-bromo-2-methyl-pyrimidin-4-yl)amino]cyclohexanol